((3R,5S)-3,5-dimethylpiperidin-1-yl)(1-(4-methoxyphenyl)-1H-pyrrolo[2,3-b]pyridin-5-yl)methanone C[C@H]1CN(C[C@H](C1)C)C(=O)C=1C=C2C(=NC1)N(C=C2)C2=CC=C(C=C2)OC